1,5-diaminoanthracene NC1=CC=CC2=CC3=C(C=CC=C3C=C12)N